4-{(S)-2-[(S)-2-(methoxycarbonylamino)-3-phenylpropionylamino]-2-(2-methylthiazol-4-yl)ethyl}phenylaminosulfonic acid COC(=O)N[C@H](C(=O)N[C@@H](CC1=CC=C(C=C1)NS(=O)(=O)O)C=1N=C(SC1)C)CC1=CC=CC=C1